Cl.FC(C=1C=CC(=NC1)N1CC2CCC(C1)N2)(F)F 3-(5-(trifluoromethyl)pyridin-2-yl)-3,8-diazabicyclo[3.2.1]octane hydrochloride